Cl.F[C@H]1COCC[C@@H]1N (3R,4S)-3-fluorotetrahydropyran-4-amine hydrochloride